(2s,6r)-4-[[4-(3-cyanophenyl)-5-(2,6-dimethyl-4-pyridinyl)thiazol-2-yl]carbamoyl]-2,6-dimethyl-piperazine-1-carboxylic acid tert-butyl ester C(C)(C)(C)OC(=O)N1[C@H](CN(C[C@H]1C)C(NC=1SC(=C(N1)C1=CC(=CC=C1)C#N)C1=CC(=NC(=C1)C)C)=O)C